3-[(2E)-3,7-dimethylocta-2,6-dien-1-yl]-6-(hex-5-yn-1-yl)-2-hydroxy-4-{[(3R,4R,5S,6S)-4,5,6-trihydroxy-3-(hydroxymethyl)oxan-2-yl]oxy}benzoic acid C\C(=C/CC=1C(=C(C(=O)O)C(=CC1OC1O[C@@H]([C@H]([C@@H]([C@H]1CO)O)O)O)CCCCC#C)O)\CCC=C(C)C